5-fluoro-6-(4-(7-fluoro-1-methyl-2,3-dioxo-2,3-dihydropyrido[2,3-b]pyrazin-4(1H)-yl)piperidin-1-yl)nicotinonitrile FC=1C(=NC=C(C#N)C1)N1CCC(CC1)N1C2=C(N(C(C1=O)=O)C)C=C(C=N2)F